2-Propyne-1-yl-imidazole-1-carboxylate C(#CC)C=1N(C=CN1)C(=O)[O-]